O1C(CCCC1)N1N=C(C=C1)C1=C2CCN(C2=CC=C1)C(=O)OCC1=CC=CC=C1 benzyl 4-(1-(tetrahydro-2H-pyran-2-yl)-1H-pyrazol-3-yl)indoline-1-carboxylate